OC[C@H]1O[C@@]2(CCCO2)[C@@H]([C@H]([C@H]1O)N1N=NC(=C1)C1=CC(=C(C(=C1)F)F)F)OCC1=CC(=CC=C1)C(F)(F)F (5s,7r,8r,9s,10r)-7-(hydroxymethyl)-10-((3-(trifluoromethyl)benzyl)oxy)-9-(4-(3,4,5-trifluorophenyl)-1H-1,2,3-triazol-1-yl)-1,6-dioxaspiro[4.5]decan-8-ol